6-(6-aminopyridin-2-yl)-N2,N4-diisobutyl-1,3,5-triazine-2,4-diamine NC1=CC=CC(=N1)C1=NC(=NC(=N1)NCC(C)C)NCC(C)C